Br.CN1CCN(CC1)C1=CC=C(C=C1)C(C)C1=CC=2NC3=CC=CC=C3SC2C=C1 2-(1-(4-(4-methylpiperazin-1-yl)phenyl)ethyl)-10H-phenothiazine hydrobromide